FC1(CCN(CC1)C=1C=C(C=NC1)O)F 5-(4,4-difluoropiperidin-1-yl)pyridine-3-ol